N1=NN(C2=NC=CC=C21)C2=CC=C(C(=O)Cl)C=C2 4-(3H-[1,2,3]triazolo[4,5-b]pyridin-3-yl)benzoyl chloride